C(C)(C)(C)OC(=O)N1CCC(=C1)C1=C2N=CN(C2=NC(=N1)Cl)C1=CC=CC=C1 4-(2-chloro-9-phenyl-9H-purin-6-yl)-2,3-dihydro-1H-pyrrole-1-carboxylic acid tert-butyl ester